5-(6-(4-Benzylpiperazin-1-yl)pyridin-3-yl)-7-(1H-pyrazol-4-yl)quinoline C(C1=CC=CC=C1)N1CCN(CC1)C1=CC=C(C=N1)C1=C2C=CC=NC2=CC(=C1)C=1C=NNC1